C(C)(CC)N1CCN(CC1)C1CCN(CC1)C1=C(C=C(C(=C1)OC)NC1=NC=NC(=C1)N1OCC[C@@H]1C1=CC(=CC(=C1)F)F)NC(C=C)=O N-(2-(4-(4-(sec-butyl)piperazine-1-yl)piperidine-1-yl)-5-((6-((R)-3-(3,5-difluorophenyl)-isoxazolidine-2-yl)pyrimidine-4-yl)amino)-4-methoxyphenyl)acrylamide